NC1=C(C=CC(=C1)C)C1=NC=2C(=NC=CC2C2=CC(=C(CNC(=O)C3=NC(=NO3)C(C)(C)C)C=C2)F)N1 N-(4-(2-(2-amino-4-methylphenyl)-3H-imidazo[4,5-b]pyridin-7-yl)-2-fluorobenzyl)-3-(tert-butyl)-1,2,4-oxadiazole-5-carboxamide